3-(4-aminophenyl)piperidine NC1=CC=C(C=C1)C1CNCCC1